C(C=C)(=O)N1CC2N(CC(N(C2)C2=CC=C(C=C2)C(F)(F)F)=O)CC1 8-acryloyl-2-(4-(trifluoromethyl)phenyl)hexahydro-2H-pyrazino[1,2-a]pyrazin-3(4H)-one